ClC1=CC=C(CN2C[C@@H](CC2)NC2=C3C(=NC=C2C(=O)NC)NC=C3)C=C1 (R)-4-((1-(4-Chlorobenzyl)pyrrolidin-3-yl)amino)-N-methyl-1H-pyrrolo[2,3-b]pyridine-5-carboxamide